ClC1=C(C(=NN(C1=O)CC(=O)N)C(C)C)OCC(C)C 2-(5-chloro-4-isobutoxy-3-isopropyl-6-oxopyridazin-1(6H)-yl)acetamide